OC=1C=C(C=CC1O)C=CC=O 3-(3,4-dihydroxyphenyl)acrolein